1-(3,6,7,8-Tetrahydro-1H-2,4-diaza-as-indacen-2-yl)-2-[1-(2-trifluoromethyl-pyridin-4-yl)-azetidin-3-yl]-ethanone C1N(CC2=NC=C3CCCC3=C12)C(CC1CN(C1)C1=CC(=NC=C1)C(F)(F)F)=O